1-((R)-3'-(2-((2S,5S)-2-(4-fluorophenyl)-5-methylpyrrolidin-1-yl)-2-oxoethyl)-2',4'-dioxo-2,3-dihydrospiro[indene-1,5'-oxazolidine]-5-yl)-3-methylurea FC1=CC=C(C=C1)[C@H]1N([C@H](CC1)C)C(CN1C(O[C@]2(C1=O)CCC1=CC(=CC=C12)NC(=O)NC)=O)=O